(2S,5'R)-7-chloro-4-hydroxy-6-[5-(1-hydroxy-1-methyl-ethyl)-1,3,4-oxadiazol-2-yl]-3'-methoxy-5'-methyl-spiro[benzofuran-2,4'-cyclohex-2-ene]-1',3-dione ClC1=C(C=C(C=2C([C@]3(C(=CC(C[C@H]3C)=O)OC)OC21)=O)O)C=2OC(=NN2)C(C)(C)O